2-ammonio-2-methylpropanol [NH3+]C(CO)(C)C